C(C1=CC=CC=C1)O[C@H]1[C@H](O[C@@H]2OC(O[C@@H]21)(C)C)[C@@H](CO)O (R)-1-((3aR,5R,6S,6aR)-6-(benzyloxy)-2,2-dimethyltetrahydrofuro[2,3-d][1,3]dioxol-5-yl)ethane-1,2-diol